2-(difluoromethoxy)-N-ethyl-6-methoxy-4-[4-(1-methylpyrazol-4-yl)-2-nitro-anilino]benzamide FC(OC1=C(C(=O)NCC)C(=CC(=C1)NC1=C(C=C(C=C1)C=1C=NN(C1)C)[N+](=O)[O-])OC)F